OC(C(C(CO)O)O)C1SCCN1 (1',2',3',4'-tetrahydroxybutyl)-thiazolidine